heptacyclo[8.8.0.12,9.14,7.111,18.03,8.012,17]-5-heneicosene C12C3C4C5C=CC(C4C(C2C2C4CCCCC4C1C2)C3)C5